2,5-dimethyl-3-acetyl-thiophene CC=1SC(=CC1C(C)=O)C